methyl (S)-2-((4-(6-((4-cyano-2-fluorobenzyl)oxy)pyridin-2-yl)piperazin-1-yl)methyl)-1-(oxetan-2-ylmethyl)-1H-thieno[2,3-d]imidazole-5-carboxylate C(#N)C1=CC(=C(COC2=CC=CC(=N2)N2CCN(CC2)CC=2N(C3=C(N2)SC(=C3)C(=O)OC)C[C@H]3OCC3)C=C1)F